dimethyl 4',5'-dihydroxy-5',7',9'-trimethyl-4',5'-dihydro-1'H-spiro[cyclopropane-1,6'-[1,3a]ethenoindene]-2',3'-dicarboxylate OC1C23C(=C(C(C2=C(C2(C1(C)O)CC2)C)C(=C3)C)C(=O)OC)C(=O)OC